ONC(CCCCCCC(=O)N)=O N'-hydroxyoctanediamide